C1(CC1)C(C(C)(C)O)N1C(C2=C(C=C(C(=C2C1)F)F)C1=CC=C(C=C1)C=1OC(=NN1)C)=O 2-(1-cyclopropyl-2-hydroxy-2-methylpropyl)-4,5-difluoro-7-(4-(5-methyl-1,3,4-oxadiazol-2-yl)phenyl)isoindolin-1-one